(1S,2r)-2-((S)-1-((1,3-dioxoisoindolin-2-yl)methyl)-8-(2-(5-methylisoxazole-3-carboxamido)ethoxy)-1,2,3,4-tetrahydroisoquinoline-2-carbonyl)cyclohexane-1-carboxylic acid O=C1N(C(C2=CC=CC=C12)=O)C[C@H]1N(CCC2=CC=CC(=C12)OCCNC(=O)C1=NOC(=C1)C)C(=O)[C@H]1[C@H](CCCC1)C(=O)O